4-fluoro-bicyclo[2.2.1]heptane-1-carbaldehyde FC12CCC(CC1)(C2)C=O